N(C(=O)N)CCN1CCNCC1 4-(2-ureidoethyl)piperazin